1-(4-{3-[(1r,3R,5S,7r)-3,5-dimethyladamantan-1-yl]ureido}benzoyl)-N,N-dimethylpiperidin-3-carboxamide C[C@]12CC3(CC(C[C@@](C1)(C3)C)C2)NC(NC2=CC=C(C(=O)N3CC(CCC3)C(=O)N(C)C)C=C2)=O